phenyl-3-(difluoromethyl)-5-(trifluoromethyl)-1H-pyrazole C1(=CC=CC=C1)N1N=C(C=C1C(F)(F)F)C(F)F